[Se-2].[Zn+2].[Ag+] silver-zinc selenide